5-(1-(tert-Butoxycarbonyl)piperidin-4-yl)-3-isopropyl-2-(1-methyl-6-oxo-5-vinyl-1,6-dihydropyridin-3-yl)-1H-indole-1-carboxylic acid tert-butyl ester C(C)(C)(C)OC(=O)N1C(=C(C2=CC(=CC=C12)C1CCN(CC1)C(=O)OC(C)(C)C)C(C)C)C1=CN(C(C(=C1)C=C)=O)C